C(C)(C)(C)C1=NC(=NC=C1)C1=CC=CC=C1 4-(tert-butyl)-2-phenylpyrimidine